ClC1=CC=C(C=C1)N1C=C(C2=CC=CC=C12)NC(C=C)=O N-(1-(4-chlorophenyl)-1H-indol-3-yl)acrylamide